COC1=CC=C(CN(S(=O)(=O)[C@@H](C(=O)OC)CCC=C)CC2=CC=C(C=C2)OC)C=C1 methyl (2R)-(N,N-bis(4-methoxybenzyl)sulfamoyl)hex-5-enoate